(4-fluorophenyl)(2-(4-(6-(1-methyl-1H-pyrazol-4-yl)pyrazolo[1,5-a]pyridin-3-yl)piperazin-1-yl)pyrimidin-5-yl)methyl acetate C(C)(=O)OC(C=1C=NC(=NC1)N1CCN(CC1)C=1C=NN2C1C=CC(=C2)C=2C=NN(C2)C)C2=CC=C(C=C2)F